C1=CC=CC=2C3=CC=CC=C3C(C12)COC(=O)N[C@@H](CS)C(=O)O N-[(9H-fluoren-9-ylmethoxy)carbonyl]-L-cysteine